Myristoic acid C(CCCCCCCCCCCCC)(=O)O